NC1=NC=CC(=C1Cl)SC=1N=CC(=NC1)N1CCC2(CCC([C@H]2N)C)CC1 (1R)-8-(5-((2-amino-3-chloropyridin-4-yl)thio)pyrazin-2-yl)-2-methyl-8-azaspiro[4.5]decan-1-amine